2-chloro-5-(difluoromethoxy)pyrimidin-4-amine ClC1=NC=C(C(=N1)N)OC(F)F